C(C(C)C)(=O)OC1=CC=C2C(=CNC2=C1)CCN(C(C)C)C(C)C 3-(2-(diisopropylamino) ethyl)-1H-indol-6-yl isobutyrate